N-butyl-methylpyridinium trifluoromethanesulfonate FC(S(=O)(=O)[O-])(F)F.C(CCC)[N+]1=C(C=CC=C1)C